4,6-dihydroxysalicylaldehyde OC=1C=C(C(C=O)=C(C1)O)O